C(CCCCCCCCCCCCCCCCC)(=O)NCCCOC(C(CCCCCCCCCCCCCC)(C)C)=O stearamidopropyldimethyl-(myristyl acetate)